ethyl (S)-1-(5-(4-((2-chloro-6-fluorophenyl)carbamoyl)-2-fluoro-5-((1,1,1-trifluoropropan-2-yl)oxy)phenyl)pyrazin-2-yl)cyclopropane-1-carboxylate ClC1=C(C(=CC=C1)F)NC(=O)C1=CC(=C(C=C1O[C@H](C(F)(F)F)C)C=1N=CC(=NC1)C1(CC1)C(=O)OCC)F